C(C)O[Si](CCCC(C(N)(C)CCC[Si](OCC)(OCC)OCC)(CN)CCC[Si](OCC)(OCC)OCC)(OCC)OCC tris(3-triethoxysilylpropyl)-methyl-1,3-propanediamine